3-(3-Fluoro-4-{2-[1-(2-methoxy-ethyl)-3-methyl-1H-pyrazol-4-ylamino]-thiazol-4-yl}-phenyl)-oxazolidin-2-one FC=1C=C(C=CC1C=1N=C(SC1)NC=1C(=NN(C1)CCOC)C)N1C(OCC1)=O